3-chloro-5-methyl-7-[(3R)-piperidin-3-yl]-6,7-dihydro-5H-pyrrolo[2,3-c]pyridazine monohydrochloride Cl.ClC1=CC2=C(N=N1)N(CC2C)[C@H]2CNCCC2